2-Chloro-N-(2-{4-[(6-cyanopyridin-2-yl)oxy]piperidin-1-yl}-2-[4-(difluoromethyl)-1,3-thiazol-5-yl]ethyl)-6-fluorobenzamide ClC1=C(C(=O)NCC(C2=C(N=CS2)C(F)F)N2CCC(CC2)OC2=NC(=CC=C2)C#N)C(=CC=C1)F